FC=1C=C(C=NC1)B(O)O 5-fluoro-pyridine-3-boronic acid